2-((1r,4r)-4-((5-Nitro-1-(Phenylsulfonyl)-1H-pyrrolo[2,3-b]pyridin-4-yl)amino)cyclohexyl)acetonitrile [N+](=O)([O-])C=1C(=C2C(=NC1)N(C=C2)S(=O)(=O)C2=CC=CC=C2)NC2CCC(CC2)CC#N